tert-butyl ((S)-2-hydroxy-3-(3-(N-methylsulfamoyl)phenoxy)propyl)(8-((4'-(hydroxymethyl)-[1,1'-biphenyl]-3-yl)sulfonyl)-1-oxa-8-azaspiro[4.5]decan-3-yl)carbamate O[C@@H](CN(C(OC(C)(C)C)=O)C1COC2(C1)CCN(CC2)S(=O)(=O)C=2C=C(C=CC2)C2=CC=C(C=C2)CO)COC2=CC(=CC=C2)S(NC)(=O)=O